COCOC1=C(C=CC=C1)C=1N=NC=2NC=3CCN([C@@H](C3C2C1)C)C1CCN(CC1)C(=O)OC(C)(C)C tert-butyl 4-[(3R)-12-[2-(methoxymethoxy)phenyl]-3-methyl-4,8,10,11-tetrazatricyclo[7.4.0.02,7]trideca-1(9),2(7),10,12-tetraen-4-yl]piperidine-1-carboxylate